5-chloro-2,4,6-trifluoroisophthalonitrile ClC=1C(=C(C(=C(C#N)C1F)F)C#N)F